[2-(3,4-difluoro-2-methyl-phenoxy)-6-methyl-5-(trifluoromethyl)-3-pyridyl]boronic acid FC=1C(=C(OC2=NC(=C(C=C2B(O)O)C(F)(F)F)C)C=CC1F)C